oxetan-3-ylmethanamine hydrochloride Cl.O1CC(C1)CN